C(C)(C)(C)OC(=O)N[C@@H](CC(=O)OCC)C=1C=C(C=C(C1F)C1CC1)C1=C(C=C(C=C1OCCCC=C)C)C Ethyl (S)-3-((tert-butoxycarbonyl)amino)-3-(5-cyclopropyl-4-fluoro-2',4'-dimethyl-6'-(pent-4-en-1-yloxy)-[1,1'-biphenyl]-3-yl)propanoate